C(#N)C=1C(N(C2=CC=CC=C2C1N1CCC(CC1)C=1C=C(C=CC1)NC(C1=CC=CC=C1)=O)C)=O N-{3-[1-(3-cyano-1-methyl-2-oxo-1,2-dihydro-quinolin-4-yl)piperidin-4-yl]phenyl}benzamide